tert-butyl (3-((6-chloro-2-(2-((6,6-dimethyl-2,4-dioxo-3-azabicyclo[3.1.0]hexan-3-yl)methyl)thieno[3,2-b]pyridin-7-yl)-4-methylpyridin-3-yl)amino)propyl)carbamate ClC1=CC(=C(C(=N1)C1=C2C(=NC=C1)C=C(S2)CN2C(C1C(C1C2=O)(C)C)=O)NCCCNC(OC(C)(C)C)=O)C